3,7,4'-Trihydroxy-5-methoxy-8-prenylflavanone OC1C(OC2=C(C(=CC(=C2C1=O)OC)O)CC=C(C)C)C1=CC=C(C=C1)O